benzyl (3aR,7aS)-1,2,3,3a,4,6,7,7a-octahydropyrrolo[3,2-c]pyridine-5-carboxylate hydrogen chloride Cl.N1CC[C@@H]2CN(CC[C@@H]21)C(=O)OCC2=CC=CC=C2